2-[(6-chloro-2,2-dimethyl-1,3-benzodioxol-5-yl)methyl]-4,4-dimethyl-isoxazolidin-3-one ClC=1C(=CC2=C(OC(O2)(C)C)C1)CN1OCC(C1=O)(C)C